OC1=CC=C(C=C1)CC1=CC=C(C=C1)O bis(4-hydroxyphenyl)-methane